9-benzyl-4-carbamoyl-1,2,3,4-tetrahydrocarbazol C(C1=CC=CC=C1)N1C2=CC=CC=C2C=2C(CCCC12)C(N)=O